[Cl-].[Cl-].C[Si](=[Zr+2]C(C1C=CC2=CC=CC=C12)C1C=CC2=CC=CC=C12)C dimethylsilylenebis(indenyl)methyl-zirconium dichloride